C(C)(C)(C)OC(N(CCCCC1=CC=CC=C1)C(C)C1=CC(=C(C(=C1)NCC)C(C)=O)OCC)=O.CC1=CC=C(C=C1)C(CCCCC)([Li])C1=CC(=CC=C1)C(CCCCC)(C1=CC=C(C=C1)C)[Li] 1,3-bis(1-(4-methylphenyl)1-lithiohexyl)benzene tert-butyl-{1-[4-acetyl-3-ethoxy-5-(ethylamino)phenyl]ethyl}(4-phenylbutyl)carbamate